8-(tert-butoxycarbonyl)-3,8-diazabicyclo[3.2.1]octane C(C)(C)(C)OC(=O)N1C2CNCC1CC2